C(C)OC(=O)C1=C(NC(=C(C1C)C(=O)OCC)C)C 3,5-diethoxycarbonyl-1,4-dihydro-collidine